(E)-3-benzylidene-5-methoxyindolin-2-one C(/C1=CC=CC=C1)=C/1\C(NC2=CC=C(C=C12)OC)=O